BrC=1C(=NN(C1CO)C)CCC (4-bromo-1-methyl-3-propyl-1H-pyrazol-5-yl)methanol